C1(CCCCC1)CC(=O)O 2-cyclohexylacetic acid